C1(=CC=CC=C1)C1(C2=CC=CC=C2C=2C=CC=CC12)C1=CC=C(C=C1)C1=CC=CC=C1 4-(9-phenyl-9H-fluoren-9-yl)biphenyl